(2S)-4-chloro-2-[4-[(1R)-2-oxo-1-piperidyl]phenyl]-5-[[(3S)-tetrahydropyran-3-yl]methylamino]pyridazin-3-one ClC=1C(N(N=CC1NC[C@H]1COCCC1)C1=CC=C(C=C1)N1C(CCCC1)=O)=O